BrC1=C(C=C2C(=NC=NC2=C1)N1[C@H](CN(CC1)C(=O)OC(C)(C)C)C)Cl tert-butyl (3S)-4-(7-bromo-6-chloroquinazolin-4-yl)-3-methylpiperazine-1-carboxylate